5-fluoro-2-(((3s,4r)-3-hydroxytetrahydro-2H-pyran-4-yl)amino)pyrrolo[2,1-f][1,2,4]triazine-6-carbonitrile FC=1C(=CN2N=C(N=CC21)N[C@H]2[C@@H](COCC2)O)C#N